5-bromo-2-(1-methyl-4-(trifluoromethyl)-1H-imidazol-2-yl)thiazole BrC1=CN=C(S1)C=1N(C=C(N1)C(F)(F)F)C